FC(C1=NC=CC(=C1)S(=O)(=O)Cl)(F)F 2-(trifluoromethyl)pyridine-4-sulfonyl chloride